NCCCCN(C(OC(C)(C)C)=O)C[C@H](C)NC(=O)OC(C)(C)C tert-butyl (S)-(4-aminobutyl)(2-((tert-butoxycarbonyl)amino)propyl)carbamate